ClC1=NN(C2=NC(=NC=C21)Cl)CCCOC2=NN(C(=C2[N+](=O)[O-])C)C(CC)CC2CO2 3,6-dichloro-1-(3-((5-methyl-4-nitro-1-(epoxyhexane-3-yl)-1H-pyrazol-3-yl)oxy)propyl)-1H-pyrazolo[3,4-d]pyrimidine